C1(CC1)C1=CC=CC=2C=3N(C(=NC12)NC=1C(N=CC=NC1)=O)N=C(N3)C=3C=NN(C3)C(C)C (6R)-6-({7-cyclopropyl-2-[1-(propan-2-yl)-1H-pyrazol-4-yl][1,2,4]triazolo[1,5-c]quinazolin-5-yl}amino)-1,4-diazepin-5-one